N~2~-(2-chlorophenyl)-6-fluoro-7-(8-methyl-2,3-dihydro-1H-pyrido[2,3-b][1,4]oxazin-7-yl)quinazoline-2,5-diamine ClC1=C(C=CC=C1)NC1=NC=2C=C(C(=C(C2C=N1)N)F)C1=C(C2=C(OCCN2)N=C1)C